N-((R)-1-(2-chloro-4-fluorophenyl)-2,2,2-trifluoroethyl)-2-(2,6-dioxopiperidin-3-yl)-4-fluoro-1-oxoisoindoline-5-carboxamide ClC1=C(C=CC(=C1)F)[C@H](C(F)(F)F)NC(=O)C=1C(=C2CN(C(C2=CC1)=O)C1C(NC(CC1)=O)=O)F